N-((S)-2-((5-(3-(methoxymethyl)-5-methylisoxazol-4-yl)pyridin-2-yl)amino)-1-((1r,4S)-4-methylcyclohexyl)-2-oxoethyl)-1-methyl-1H-pyrazole-5-carboxamide COCC1=NOC(=C1C=1C=CC(=NC1)NC([C@H](C1CCC(CC1)C)NC(=O)C1=CC=NN1C)=O)C